NCCCC(=O)NCC#CC1=CC(=C(C(=O)OC)C=C1)C#CCN methyl 4-(3-(4-aminobutanamido)prop-1-yn-1-yl)-2-(3-aminoprop-1-yn-1-yl)benzoate